N-[(9H-fluoren-9-ylmethoxy)carbonyl]-L-proline C1=CC=CC=2C3=CC=CC=C3C(C12)COC(=O)N1[C@@H](CCC1)C(=O)O